CC(CC(=O)OOC(C)(C)C)CC(C)(C)C t-butylperoxy-3,5,5-trimethyl Hexanoate